N-(2-(3-(5-isopropoxypyridin-2-yl)-1,2,4-thiadiazol-5-ylamino)pyridin-3-yl)-N-methylcyclopentanecarboxamide C(C)(C)OC=1C=CC(=NC1)C1=NSC(=N1)NC1=NC=CC=C1N(C(=O)C1CCCC1)C